ClC1=CC2=C(NC(=N2)N2N=C(C(=C2O)CCC2=CC=C(C=C2)CCCOCC(=O)O)C2=CC=C(C=C2)C(F)(F)F)C=C1 2-[3-(4-{2-[1-(5-chloro-1H-1,3-benzodiazol-2-yl)-5-hydroxy-3-[4-(trifluoromethyl)phenyl]-1H-pyrazol-4-yl]ethyl}phenyl)propoxy]acetic acid